4-(5-((2-Oxo-2-(4-sulfamoylphenyl)ethyl)thio)-1H-tetrazol-1-yl)benzoic acid O=C(CSC1=NN=NN1C1=CC=C(C(=O)O)C=C1)C1=CC=C(C=C1)S(N)(=O)=O